FC1=CC=C(C=C1)C1=CC2=C(N=CN(C2=O)C2=C(C(=CC=C2C)O)C)N1 6-(4-fluorophenyl)-3-(3-hydroxy-2,6-dimethylphenyl)-3,7-dihydro-4H-pyrrolo[2,3-d]pyrimidin-4-one